4-((3-(1-(bicyclo[1.1.1]pentan-1-yl)-1H-pyrazol-4-yl)-2-methoxyphenyl)amino)-6-(cyclopropanecarboxamido)pyridazine-3-carboxamide C12(CC(C1)C2)N2N=CC(=C2)C=2C(=C(C=CC2)NC2=C(N=NC(=C2)NC(=O)C2CC2)C(=O)N)OC